3-(3-fluoro-4-(4-(hydroxymethyl)-4-methylpiperidin-1-yl)phenyl)piperidine FC=1C=C(C=CC1N1CCC(CC1)(C)CO)C1CNCCC1